N(=[N+]=[N-])C(/C=C/C1=CC=CC2=CC=CC=C12)CBr (E)-1-(3-azido-4-bromobut-1-en-1-yl)naphthalene